Tert-butyl N-[3-[[4-[4-[6-chloro-4-(trifluoromethyl)-2-pyridyl]piperazin-1-yl]sulfonylphenyl]carbamoyl]phenyl]carbamate ClC1=CC(=CC(=N1)N1CCN(CC1)S(=O)(=O)C1=CC=C(C=C1)NC(=O)C=1C=C(C=CC1)NC(OC(C)(C)C)=O)C(F)(F)F